S([O-])(O)(=O)=O.[NH2+]1CCNCC1 piperazinium bisulfate